3-(3-formylphenyl)propionic acid C(=O)C=1C=C(C=CC1)CCC(=O)O